OC(C)C=1C=C(C=C2C(N3CCCN4N=CC(C12)=C43)=O)C 10-(1-hydroxyethyl)-8-methyl-4,5-dihydro-3H,6H-2,2a,5a-triazaaceanthrylen-6-one